2-mercapto-benzo-imidazole sodium propanesulfonate C(CC)S(=O)(=O)[O-].[Na+].SC=1NC2=C(N1)C=CC=C2